7-(5-chloro-4-amino-1H-pyrazol-1-yl)-2-(2-methoxyethyl)-2-azaspiro[3.5]nonane ClC1=C(C=NN1C1CCC2(CN(C2)CCOC)CC1)N